N1N=CC2=CC(=CC=C12)NC1=NC(=NC=C1)C1=CC=C2C=C(NC2=C1)C(=O)N1CCC2(CCN(CC2)C(=O)OC(C)(C)C)CC1 tert-butyl 9-(6-(4-((1H-indazol-5-yl)amino) pyrimidin-2-yl)-1H-indole-2-carbonyl)-3,9-diazaspiro[5.5]undecan-3-carboxylate